C(CCCCCC)[N+](C)(C)CCCCCCO heptyl-(6-hydroxyhexyl)dimethylammonium